C1(=CC=CC=C1)C(C#N)NC1=CC=CC=C1 2-phenyl-2-(phenylamino)acetonitrile